racemic-(4-Chloroquinolin-6-yl)((5R,9S)-2-methyl-3-phenyl-4,5,6,7,8,9-hexahydro-2H-5,9-epiminocycloocta[c]pyrazol-10-yl)methanone ClC1=CC=NC2=CC=C(C=C12)C(=O)N1[C@H]2CC=3C(=NN(C3C3=CC=CC=C3)C)[C@@H]1CCC2 |r|